2,6-dibromo-3-(difluoromethoxy)-4-methylpyridine BrC1=NC(=CC(=C1OC(F)F)C)Br